ClC=1C=CC(=C(C1)C1=NN(C=C1NC(=O)C=1C=NN2C1N=CC=C2)C(C(=O)NC2CCC2)F)OC N-(3-(5-chloro-2-methoxyphenyl)-1-(2-(cyclobutylamino)-1-fluoro-2-oxoethyl)-1H-pyrazol-4-yl)pyrazolo[1,5-a]pyrimidine-3-carboxamide